C[C@H]1N(C[C@H](C1)COC=1C=NC(=CC1)S(=O)(=O)C)C(=O)OC(C)(C)C (2R,4S)-tert-butyl 2-methyl-4-(((6-(methylsulfonyl)pyridin-3-yl)oxy)methyl)pyrrolidine-1-carboxylate